BrC1=C(SC2=C1N=C(N=C2N(C(OC(C)(C)C)=O)CC=2OC=CC2)Cl)C=O tert-Butyl (7-bromo-2-chloro-6-formylthieno[3,2-d]pyrimidin-4-yl)(furan-2-ylmethyl)carbamate